[3-[2-(3-Chlorophenyl)ethynyl]-6,8-dihydro-5H-[1,2,4]triazolo[4,3-a]pyrazin-7-yl]-(2,2-dimethylmorpholin-4-yl)methanone ClC=1C=C(C=CC1)C#CC1=NN=C2N1CCN(C2)C(=O)N2CC(OCC2)(C)C